ClC1=C2C=C(NC2=CC(=C1)C1=CC=CC=C1)C(=O)OC methyl 4-chloro-6-phenyl-1H-indole-2-carboxylate